(R)-N-(1-cyanocyclobutyl)-3-((R)-2-((R)-1-hydroxyethyl)-2-methylpyrrolidine-1-carbonyl)-8-methoxy-5-methyl-1-(thiophen-2-yl)-5,6-dihydropyrrolo[2,1-a]isoquinoline-9-carboxamide C(#N)C1(CCC1)NC(=O)C1=C(C=C2C[C@H](N3C(C2=C1)=C(C=C3C(=O)N3[C@@](CCC3)(C)[C@@H](C)O)C=3SC=CC3)C)OC